(S)-N-(4-(4-((2-amino-2,4-dimethylpentyl)oxy)-3-fluorophenyl)pyridin-2-yl)acetamide dioctadecyl-3,5-di-tert-butyl-4-hydroxybenzylphosphonate C(CCCCCCCCCCCCCCCCC)C(C1=CC(=C(C(=C1)C(C)(C)C)O)C(C)(C)C)(P(O)(O)=O)CCCCCCCCCCCCCCCCCC.N[C@](COC1=C(C=C(C=C1)C1=CC(=NC=C1)NC(C)=O)F)(CC(C)C)C